CNC(=O)NC=1C=NN2C1N=C(C=C2NC)NC=2C(=NC=CC2)OC2CCOCC2 1-methyl-3-(7-(methylamino)-5-((2-((tetrahydro-2H-pyran-4-yl)oxy)pyridin-3-yl)amino)pyrazolo[1,5-a]pyrimidin-3-yl)urea